5-[2-(2-Carboxyethyl)-3-[6-(4-methoxyphenyl)-5E-hexenyl]oxyphenoxy]-valeric acid C(=O)(O)CCC1=C(OCCCCC(=O)O)C=CC=C1OC=CCCCCC1=CC=C(C=C1)OC